cyclopropyl((5S,7R)-7-fluoro-5-(3-fluoropyridin-2-yl)-6,7-dihydro-5H-pyrrolo[1,2-b][1,2,4]triazol-2-yl)methanone C1(CC1)C(=O)C=1N=C2N(N1)[C@@H](C[C@H]2F)C2=NC=CC=C2F